COC=1C=C(C=CC1OC)C(C(CO)OC1=C(C=CC=C1)OC)O 1-(3,4-dimethoxyphenyl)-2-(2-methoxyphenoxy)propane-1,3-diol